(2-octyl) pyrophosphate O(P([O-])(=O)OP(=O)([O-])[O-])C(C)CCCCCC